1-(2-chloro-1,6-naphthyridin-7-yl)-2-methoxyethan-1-one ClC1=NC2=CC(=NC=C2C=C1)C(COC)=O